methyl 9-fluoro-5-hydroxy-2-oxo-2,3-dihydro-1H-benzo[b]azepine-4-carboxylate FC1=CC=CC2=C1NC(CC(=C2O)C(=O)OC)=O